C(CC)(=O)N1CCC2=CC(=CC=C12)C=1N(C=C(N1)C(=O)OC)COCC[Si](C)(C)C methyl 2-(1-propionylindolin-5-yl)-1-((2-(trimethylsilyl) ethoxy) methyl)-1H-imidazole-4-carboxylate